OC1=CC=C(C=C1)NC(=O)C(=O)NC N-(4-hydroxy-phenyl)-N'-methyl-oxamide